(2S,4R)-4-fluoro-N-[(S)-[3-fluoro-4-(propan-2-yl)phenyl](phenyl)methyl]-[(2S)- or (2R)-2-(1H-1,2,3,4-tetrazol-1-yl)propanoyl]pyrrolidine-2-carboxamide F[C@@H]1C[C@H](N(C1)C([C@H](C)N1N=NN=C1)=O)C(=O)N[C@@H](C1=CC=CC=C1)C1=CC(=C(C=C1)C(C)C)F |o1:7|